N[C@@H](C(=O)N1CC(C1)C1=NC=CC=C1)CC1=C(C=C(C=C1)Cl)Cl (2R)-2-amino-3-(2,4-dichlorophenyl)-1-[3-(pyridin-2-yl)azetidin-1-yl]propan-1-one